6-Fluoro-N-({4-methyl-2-[2-methyl-5-(pyrimidin-2-yl)-1,3-thiazol-4-carbonyl]-2-azabicyclo[3.1.1]heptan-3-yl}methyl)-1,3-benzothiazol-2-amin FC1=CC2=C(N=C(S2)NCC2N(C3CC(C2C)C3)C(=O)C=3N=C(SC3C3=NC=CC=N3)C)C=C1